BrC=1C=NN2C1N=C(N=C2NCC2=NN=C(N2)C2=CC=C(C=C2)F)N2CCOCC2 8-bromo-N-{[5-(4-fluorophenyl)-4H-1,2,4-triazol-3-yl]methyl}-2-(morpholin-4-yl)pyrazolo[1,5-a][1,3,5]triazin-4-amine